[Br-].C(CCCCCCC)N1C(N(C=C1)C)C 1-octyl-2,3-dimethylimidazole bromide